6-chloro-N-(4,6-dimethoxy-5-methyl-pyrimidin-2-yl)-7-(2-pyrimidinyl)-1H-indole-3-sulfonamide ClC1=CC=C2C(=CNC2=C1C1=NC=CC=N1)S(=O)(=O)NC1=NC(=C(C(=N1)OC)C)OC